(9-bromo-3-oxo-1H-imidazo[1,5-a]indol-2(3H)-yl)piperidine-2,6-dione BrC1=C2N(C=3C=CC=CC13)C(N(C2)N2C(CCCC2=O)=O)=O